trifluoronorleucine methyl-3-(6-(4-(dimethylamino)phenyl)-1-((2-(trimethylsilyl)ethoxy)methyl)-1H-benzo[d]imidazol-2-yl)-1-((2-(trimethylsilyl)ethoxy)methyl)-1H-indazole-5-carboxylate CC1=C2C(=NN(C2=CC=C1C(=O)O)COCC[Si](C)(C)C)C1=NC2=C(N1COCC[Si](C)(C)C)C=C(C=C2)C2=CC=C(C=C2)N(C)C.FC(CCC[C@H](N)C(=O)O)(F)F